BrC=1C=C2CN(C(C2=CC1F)=O)C1C(NC(CC1)=O)=O 3-(5-bromo-6-fluoro-1-oxo-1,3-dihydro-2H-isoindol-2-yl)piperidine-2,6-dione